C(C=1C(C(=O)OCC)=CC=CC1)(=O)OCC(C)O 2-hydroxypropyl ethyl phthalate